(E)-3-phenyl-2-butenylborane C1(=CC=CC=C1)/C(=C/CB)/C